ClC1=C(C(=O)N[C@H]2[C@H]3CC[C@@H](C2)N3C#N)C=CC(=C1)C1=NC=CC(=N1)C#N 2-chloro-N-((1R,2R,4S)-7-cyano-7-azabicyclo[2.2.1]heptan-2-yl)-4-(4-cyano-2-pyrimidinyl)benzamide